The molecule is a sulfonamide in which the nitrogen is the piperidinyl nitrogen of a 2-(pyridin-3-yl)piperidin-1-yl group and the sulfonyl sulfur carries a 4-acetamidophenyl substituent. It is a sulfonamide, a member of acetamides, a member of piperidines and a member of pyridines. CC(=O)NC1=CC=C(C=C1)S(=O)(=O)N2CCCCC2C3=CN=CC=C3